dimethyl 6-(3-fluoro-3-((4-(6-isopropoxy-5-(pyrazolo[1,5-a]pyrimidine-3-carboxamido)-2H-indazol-2-yl)piperidin-1-yl)methyl)azetidin-1-yl)pyridine-3,4-dicarboxylate FC1(CN(C1)C1=CC(=C(C=N1)C(=O)OC)C(=O)OC)CN1CCC(CC1)N1N=C2C=C(C(=CC2=C1)NC(=O)C=1C=NN2C1N=CC=C2)OC(C)C